N-((5-(2-((6-methoxy-2-methylquinazolin-4-yl)thio)acetyl)thiophen-2-yl)methyl)-1-methylpyrrolidine-3-carboxamide COC=1C=C2C(=NC(=NC2=CC1)C)SCC(=O)C1=CC=C(S1)CNC(=O)C1CN(CC1)C